4,4'-methylenebis(2,6-bis(1-methylethyl)benzeneamine) C(C1=CC(=C(C(=C1)C(C)C)N)C(C)C)C1=CC(=C(C(=C1)C(C)C)N)C(C)C